[Si]=O.[Co].[Li] Lithium cobalt silicon oxide